hafnium zirconium niobium oxide [O-2].[Nb+5].[Zr+4].[Hf+4]